C[C@@H]1N(CCC1)CC1=NC2=C(N1)C=CC(=C2)NC(=O)C2=CC=C(C=C2)C2=NC(=NO2)CCCC2CCN(CC2)C(=O)OC(C)(C)C tert-butyl (S)-4-(3-(5-(4-((2-((2-methylpyrrolidin-1-yl)methyl)-1H-benzo[d]imidazol-5-yl)carbamoyl)phenyl)-1,2,4-oxadiazol-3-yl)propyl)piperidine-1-carboxylate